N1(N=CN=C1)C1=CC=C(C=C1)C(C(=O)N)NC1=C(C=CC=C1)S(N[C@H]1[C@@]2(CC[C@H](C1)C2(C)C)C)(=O)=O [4-(1,2,4-triazol-1-yl)phenyl]-2-[(2-{[(1R,2R,4R)-1,7,7-trimethylbicyclo[2.2.1]heptan-2-yl]sulfamoyl}phenyl)amino]acetamide